2,2-bis(4-glycidyloxy-3-isopropylphenyl)propane C(C1CO1)OC1=C(C=C(C=C1)C(C)(C)C1=CC(=C(C=C1)OCC1CO1)C(C)C)C(C)C